p-methylphenoxyAcetaldehyde CC1=CC=C(OCC=O)C=C1